toluene ethylsorbate C(C)OC(\C=C\C=C\C)=O.CC1=CC=CC=C1